[Si](C1=CC=CC=C1)(C1=CC=CC=C1)(C(C)(C)C)OC[C@@H]1[C@@H](C=C[C@H](O1)C1=C(C=CC=C1)C)O (1S)-1,5-anhydro-2,3-dideoxy-6-O-(tert-butyldiphenylsilyl)-1-C-tolyl-D-threo-hex-2-enitol